FC(C(=O)O)(F)F.P(O)(O)=O phosphonic acid, trifluoroacetic acid salt